COC1=CC=C(C=N1)C=1C=C2C(=NC=NC2=CC1)N[C@H](C(=O)N1CCN(CC1)C)CCCC (S)-2-((6-(6-methoxypyridin-3-yl)quinazolin-4-yl)amino)-1-(4-methylpiperazin-1-yl)hexan-1-one